(S)-2-(4-chlorophenyl)-1-(4-((5R,7S)-7-hydroxy-5-methyl-6,7-dihydro-5H-cyclopenta[d]pyrimidin-4-yl)piperazin-1-yl)-3-(methyl(tetrahydro-2H-pyran-4-yl)amino)propan-1-one ClC1=CC=C(C=C1)[C@H](C(=O)N1CCN(CC1)C=1C2=C(N=CN1)[C@H](C[C@H]2C)O)CN(C2CCOCC2)C